C(=O)(O)C1=C(OC2=C(C3=CC=CC=C3C=C2)C2=C(C=CC3=CC=CC=C23)OC2=C(C=CC=C2)C(=O)O)C=CC=C1 2,2'-bis(carboxyphenoxy)-1,1'-binaphthyl